4-(2-chloro-5-fluoropyrimidin-4-yl)-3,5-dimethylisoxazole ClC1=NC=C(C(=N1)C=1C(=NOC1C)C)F